F[C@H]1[C@H]2CC[C@@H](C[C@@H]1C(=C)C1=CC=C(N=N1)C1=C(C=C(C=C1)N1N=NC=C1)O)N2 2-(6-(1-((1R,2R,3R,5S)-2-fluoro-8-azabicyclo[3.2.1]octan-3-yl)vinyl)pyridazin-3-yl)-5-(1H-1,2,3-triazol-1-yl)phenol